C(C)N(C1=CC=C(C=C1)C=1N=C2N(C=CC(=C2)NC)C1)CC N-[2-(4-Diethylamino-phenyl)-imidazo[1,2-a]pyridin-7-yl]-methyl-amine